C(C)(=O)OCC\C=C\CCCCCCCC\C=C/CCCC (E,Z)-3,13-Octadecadien-1-ol acetate